2-((1-(tert-butyl)-5-isobutyl-1H-pyrazol-3-yl)amino)-5-(thiophen-2-yl)pyridine-3-carboxylic acid C(C)(C)(C)N1N=C(C=C1CC(C)C)NC1=NC=C(C=C1C(=O)O)C=1SC=CC1